tributylcatechol C(CCC)C1=C(C(=C(C(O)=C1)O)CCCC)CCCC